COC1=C(CN(S(=O)(=O)C2=C(C=C(C=C2F)N2CC(CCC2)(C2CC(C2)C2=CC(=CC=C2)C(F)(F)F)N(C)C)F)C2=NC=NC=C2)C=CC(=C1)OC N-(2,4-Dimethoxybenzyl)-4-(3-(dimethylamino)-3-(3-(3-(trifluoromethyl)-phenyl)cyclobutyl)piperidin-1-yl)-2,6-difluoro-N-(pyrimidin-4-yl)benzenesulfonamide